BrC=1C=C(C=C(C1)C1=CC=CC=C1)C1=CC=CC=C1 5'-bromo[1,1':3',1'']terphenyl